6-[3-[1-[[8-chloro-6-(trifluorometh-yl)quinazolin-4-yl]-methyl-amino]eth-yl]pyrazin-2-yl]-2-methyl-pyridazin-3-one ClC=1C=C(C=C2C(=NC=NC12)N(C(C)C=1C(=NC=CN1)C=1C=CC(N(N1)C)=O)C)C(F)(F)F